N-(7-((1-(4-(2,6-dioxopiperidin-3-yl)-2-fluorophenyl)piperidin-4-yl)methyl)-2,7-diazaspiro[3.5]non-2-yl)-3-methoxybenzamide O=C1NC(CCC1C1=CC(=C(C=C1)N1CCC(CC1)CN1CCC2(CN(C2)NC(C2=CC(=CC=C2)OC)=O)CC1)F)=O